(R)-1-(6-(8-fluoro-2-methylimidazo[1,2-a]pyridin-6-yl)naphthalen-2-yl)-N-methylpyrrolidin-3-amine FC=1C=2N(C=C(C1)C=1C=C3C=CC(=CC3=CC1)N1C[C@@H](CC1)NC)C=C(N2)C